6-[methyl-[1-[5-(trifluoro-methoxy)pyrimidin-2-yl]propyl]amino]-4-oxo-1-[1-[6-(trifluoromethyl)-3-pyridyl]ethyl]-5H-pyrazolo[3,4-d]pyrimidine-3-carbonitrile CN(C=1NC(C2=C(N1)N(N=C2C#N)C(C)C=2C=NC(=CC2)C(F)(F)F)=O)C(CC)C2=NC=C(C=N2)OC(F)(F)F